[Si](C1=CC=CC=C1)(C1=CC=CC=C1)(C(C)(C)C)OC[C@@]1([C@]([C@H](C(O1)O)O)(O)C)C (3R,4S,5R)-5-(((tert-butyldiphenylsilyl)oxy)methyl)-4,5-dimethyltetrahydrofuran-2,3,4-triol